L-seryl-L-proline N[C@@H](CO)C(=O)N1[C@@H](CCC1)C(=O)O